C(C1=CC=CC=C1)N1N=C2N=C(C=CC2=C1)N1CCN(CC1)CC1=NC2=C(N1C[C@H]1OCC1)C=C(C=C2)C(=O)O (S)-2-((4-(2-benzyl-2H-pyrazolo[3,4-b]pyridin-6-yl)piperazin-1-yl)methyl)-1-(oxetan-2-ylmethyl)-1H-benzo[d]imidazole-6-carboxylic acid